[Br-].CCCCCC hexane bromide salt